3-((1-(4-fluoro-3-(trifluoromethyl)phenyl)cyclopropyl)(methoxycarbonyl)amino)azetidine-1-carboxylic acid methyl ester COC(=O)N1CC(C1)N(C(=O)OC)C1(CC1)C1=CC(=C(C=C1)F)C(F)(F)F